4-(4-(7-propenoyl-2,7-diazaspiro[3.5]non-2-yl)phenyl)-6-(1-methyl-1H-pyrazol-4-yl)pyrazolo[1,5-a]pyridine-3-carbonitrile C(C=C)(=O)N1CCC2(CN(C2)C2=CC=C(C=C2)C=2C=3N(C=C(C2)C=2C=NN(C2)C)N=CC3C#N)CC1